6-chloro-7-(2-fluoro-6-hydroxyphenyl)-4-((2S)-2-methyl-4-(2-propenoyl)-1-piperazinyl)-1-(2-(trifluoromethoxy)phenyl)pyrido[2,3-d]pyrimidin-2(1H)-one ClC1=CC2=C(N(C(N=C2N2[C@H](CN(CC2)C(C=C)=O)C)=O)C2=C(C=CC=C2)OC(F)(F)F)N=C1C1=C(C=CC=C1O)F